C1(=CC=CC=C1)C(Cl)Cl.[Ru] ruthenium (phenylmethylene) dichloride